tert-butyl 4-(4-cyanophenyl)-6-(isopropylamino)-isoindoline-2-carboxylate C(#N)C1=CC=C(C=C1)C1=C2CN(CC2=CC(=C1)NC(C)C)C(=O)OC(C)(C)C